C(C(C)C)NC(\C=C\C#CCCCCC)=O 2E-decen-4-ynic acid N-isobutylamide